C1=CC=CC=2C3=CC=CC=C3C(C12)COC(=O)C(C(=O)O)NCCCC(NC(C1=CC=CC=C1)(C1=CC=CC=C1)C1=CC=CC=C1)=O {[(9H-fluoren-9-yl)methoxy]carbonyl}({3-[(triphenylmethyl)carbamoyl]propyl}amino)acetic acid